C(#N)C[C@@H]1N(CCN(C1)C=1C2=C(N=C(N1)OC[C@H]1N(CCC1)C)CN(CC2)C2=CC=CC1=CC=CC(=C21)CC)C(=O)OC(C)(C)C tert-butyl (2S)-2-(cyanomethyl)-4-[7-(8-ethyl-1-naphthyl)-2-[[(2S)-1-methylpyrrolidin-2-yl]methoxy]-6,8-dihydro-5H-pyrido[3,4-d]pyrimidin-4-yl]piperazine-1-carboxylate